((3aS,4R,6S,6aS)-6-(4-aminopyrrolo[2,1-f][1,2,4]triazin-7-yl)-4-cyano-2,2-dimethyltetrahydrofuro[3,4-d][1,3]dioxol-4-yl)methyl acetate C(C)(=O)OC[C@]1(O[C@H]([C@@H]2OC(O[C@@H]21)(C)C)C2=CC=C1C(=NC=NN12)N)C#N